1,1,1,3,3,3-hexafluoropropan-2-yl (R or S)-1-((6-acetamidopyridin-3-yl)carbamoyl)-6-azaspiro[2.5]octane-6-carboxylate C(C)(=O)NC1=CC=C(C=N1)NC(=O)[C@@H]1CC12CCN(CC2)C(=O)OC(C(F)(F)F)C(F)(F)F |o1:13|